NC=1OC2=C(C=NC=C2C2=CC(OCC2)C(=O)N2[C@H](C3=C(C=C(C=C3CC2)Cl)Cl)C)N1 (4-(2-aminooxazolo[4,5-c]pyridin-7-yl)-5,6-dihydro-2H-pyran-2-yl)((S)-6,8-dichloro-1-methyl-3,4-dihydroisoquinolin-2(1H)-yl)methanone